(2-Chloro-4-fluoro-phenyl)-[8-[3-ethyl-2-(methoxymethoxy)phenyl]-3,8-diazabicyclo[3.2.1]octane-3-yl]methanone ClC1=C(C=CC(=C1)F)C(=O)N1CC2CCC(C1)N2C2=C(C(=CC=C2)CC)OCOC